(R)-2-(3-(cyclopropylamino)pyrrolidin-1-yl)-N-(2,8-dimethylimidazo[1,2-a]pyrazin-6-yl)pyrimidine-5-carboxamide C1(CC1)N[C@H]1CN(CC1)C1=NC=C(C=N1)C(=O)NC=1N=C(C=2N(C1)C=C(N2)C)C